ClC1=C2N=C(C=NC2=CC=C1OC=1C=CC2=C(N(C(=N2)C)COCC[Si](C)(C)C)C1)C=1C=NN(C1)\C=C\C(=C)F 2-[[6-[5-Chloro-3-[1-[(1E)-3-fluorobuta-1,3-dienyl]pyrazol-4-yl]quinoxalin-6-yl]oxy-2-methyl-benzimidazol-1-yl]methoxy]ethyl-trimethyl-silane